N-(2-(6-fluoro-5-methoxy-1H-indazol-3-yl)ethyl)-N-methylpropan-2-amine FC1=C(C=C2C(=NNC2=C1)CCN(C(C)C)C)OC